FC=1C=CC(=NC1O)C1=CCC(CC1)CC(=O)OCC Ethyl 2-(4-(5-fluoro-6-hydroxypyridin-2-yl)cyclohex-3-en-1-yl)acetate